Icosyl L-phenylalaninate N[C@@H](CC1=CC=CC=C1)C(=O)OCCCCCCCCCCCCCCCCCCCC